ClC=1C=C(C=CC1Cl)C=1C=C2CCC(OC2=CC1)C(=O)OC methyl 6-(3,4-dichlorophenyl)chromane-2-carboxylate